BrC1=NC(OC2=C1C=CC=C2OC)(C)CCCC 4-bromo-2-butyl-8-methoxy-2-methyl-2H-benzo[e][1,3]oxazine